(1-(2-chloro-4-(methylsulfonyl)pyrimidin-5-yl)cyclobutyl)carbamic acid tert-butyl ester C(C)(C)(C)OC(NC1(CCC1)C=1C(=NC(=NC1)Cl)S(=O)(=O)C)=O